C1(CC1)OC=1C=C(C(=O)O)C=C(C1)OC(F)(F)F 3-(cyclopropoxy)-5-(trifluoromethoxy)benzoic acid